C(#N)[C@H](CC=1C=NC(=CC1)C=1C=CC2=C(N(C(O2)=O)C)C1)NC(=O)[C@H]1OCCCNC1 (S)-N-((S)-1-cyano-2-(6-(3-methyl-2-oxo-2,3-dihydrobenzo[d]oxazol-5-yl)pyridin-3-yl)ethyl)-1,4-oxazepane-2-carboxamide